ClC=1C=C2C(=C(C=NC2=CC1F)S(=O)(=O)Cl)O 6-chloro-7-fluoro-4-hydroxy-quinoline-3-sulfonyl chloride